F[P-](F)(F)(F)(F)F.C[N+](=C(ON1N=NC2=C1N=CC=C2)N(C)C)C N,N,N',N'-Tetramethyl-O-(7-azabenzotriazol-1-yl)uronium Hexafluorophosphate